3-(p-methoxyphenyl)-1-butanol COC1=CC=C(C=C1)C(CCO)C